C(C)(C)(C)OC(=O)N1C[C@@]2(C(CC2)NC2(CC2)CCC(=O)O)CC1 3-[1-[[(4S)-6-tert-butoxycarbonyl-6-azaspiro[3.4]octan-3-yl]amino]cyclopropyl]propanoic acid